1-methyl-6-(3-methylbenzyl)-1,6-dihydro-2H-pyrido[3',2':6,7]azepino[4,3,2-cd]isoindol-2-one CN1C(C=2C=CC=C3C2C1=CC1=C(N3CC3=CC(=CC=C3)C)N=CC=C1)=O